Methyl 5-{[(3-methylphenyl) carbamoyl] amino}-2-phenoxybenzoate CC=1C=C(C=CC1)NC(=O)NC=1C=CC(=C(C(=O)OC)C1)OC1=CC=CC=C1